NC1=NC=2C=CC=CC2C2=C1N=C(N2CC(O)(C)C)CCOC 4-amino-α,α-dimethyl-2-methoxyethyl-1H-imidazo[4,5-c]quinolin-1-ethanol